2,6-dibromo-4-trimethylsilylbenzaldehyde BrC1=C(C=O)C(=CC(=C1)[Si](C)(C)C)Br